FC1=CC=C(C=C1)CCO[C@@H]1O[C@@H]([C@H]([C@@H]([C@H]1O)O)O)CO (2R,3R,4S,5S,6R)-2-(4-fluorophenylethoxy)-6-(hydroxymethyl)tetrahydro-2H-pyran-3,4,5-triol